[N+](=O)([O-])C=1C(=NN2C1N=NC(=C2N)C2=NN=NN2)N 8-nitro-3-(1H-tetrazol-5-yl)pyrazolo[5,1-c][1,2,4]triazin-4,7-diamine